N6'-(2-(1-(Cyclopropylsulfonyl)-1H-pyrazol-4-yl)pyrimidin-4-yl)-6-fluoro-N4'-((1s,4s)-4-((2-fluoroethyl)amino)cyclohexyl)-[2,3'-bipyridine]-4',6'-diamine C1(CC1)S(=O)(=O)N1N=CC(=C1)C1=NC=CC(=N1)NC1=CC(=C(C=N1)C1=NC(=CC=C1)F)NC1CCC(CC1)NCCF